5-fluoro-2',7-dimethyl-1-(6-(piperazin-1-yl)pyridin-3-yl)-1H,2'H-3,4'-biindazole FC=1C=C2C(=NN(C2=C(C1)C)C=1C=NC(=CC1)N1CCNCC1)C=1C2=CN(N=C2C=CC1)C